(E)-1-(3-(3-(4-(trifluoromethyl)phenyl)-1H-indazol-1-yl)pyrrolidin-1-yl)but-2-en-1-one FC(C1=CC=C(C=C1)C1=NN(C2=CC=CC=C12)C1CN(CC1)C(\C=C\C)=O)(F)F